CC=1C=C2C(=CNC2=CC1)CC(CCCC)NC(=O)C1=CC2=C(S1)C=C(C=C2)N2CCN(CC2)C N-(1-(5-methyl-1H-indol-3-yl)hexane-2-yl)-6-(4-methylpiperazin-1-yl)benzo[b]thiophene-2-carboxamide